C1(=CC=CC=C1)[C@@H]1NC(OC1([2H])[2H])=O (S)-4-phenyloxazolidin-2-one-5,5-d2